[Si](C)(C)(C(C)(C)C)OCCCCCCCCCCCCCCCCC 1-tert-butyldimethylsilyloxyheptadecane